FC(SC=1C=C(C=CC1)CNC(N)=O)(F)F 3-[[3-(trifluoromethylthio)phenyl]methyl]urea